(2-benzyloxy-4,6-dihydroxy-3-methyl-phenyl)-(3,4-dihydro-1H-2,6-naphthyridin-2-yl)methanone isopropyl-(R)-2-amino-2-(3-fluoro-4-((trimethylsilyl)ethynyl)phenyl)-4,4-dimethylpentanoate C(C)(C)OC([C@@](CC(C)(C)C)(C1=CC(=C(C=C1)C#C[Si](C)(C)C)F)N)=O.C(C1=CC=CC=C1)OC1=C(C(=CC(=C1C)O)O)C(=O)N1CC2=CC=NC=C2CC1